N-(2-fluoro-3-((7-((3-fluoropyridin-2-yl)oxy)-4-methyl-2-oxo-2H-chromen-3-yl)methyl)phenyl)propane-2-sulfonamide FC1=C(C=CC=C1CC=1C(OC2=CC(=CC=C2C1C)OC1=NC=CC=C1F)=O)NS(=O)(=O)C(C)C